C(CCCCCCCCC)(=O)OCCOCCO 2-(2-hydroxyethoxy)ethyl decanoate